3-nitro-4-(prop-2-en-1-yl)furan [N+](=O)([O-])C1=COC=C1CC=C